N,6-dimethyl-5-(piperazin-1-yl)picolinamide dihydrochloride Cl.Cl.CNC(C1=NC(=C(C=C1)N1CCNCC1)C)=O